2-(aminomethyl)benzonitrile NCC1=C(C#N)C=CC=C1